(R,S)-3-hydroxy-1-methyl-3-(3-(2-(1-(phenylsulfonyl)-1H-pyrrolo[2,3-b]pyridin-3-yl)thiazol-4-yl)phenyl)pyrrolidin-2-one O[C@@]1(C(N(CC1)C)=O)C1=CC(=CC=C1)C=1N=C(SC1)C1=CN(C2=NC=CC=C21)S(=O)(=O)C2=CC=CC=C2